C(C)N(C(=O)[C@H]1N(CC2=CC=CC=C2C1)C(=O)OC(C)(C)C)CC tert-butyl (3S)-3-(diethylcarbamoyl)-3,4-dihydro-1H-isoquinoline-2-carboxylate